C(C1=CC=NC=C1)N[C@@H](C)C(=O)O isonicotinyl-alanine